N-[(6-Amino-2-pyridyl)sulfonyl]-6-(3-bicyclo[2.2.1]hept-2-enyl)-2-[(4S)-2,2,4-trimethylpyrrolidin-1-yl]pyridin-3-carboxamid NC1=CC=CC(=N1)S(=O)(=O)NC(=O)C=1C(=NC(=CC1)C1=CC2CCC1C2)N2C(C[C@@H](C2)C)(C)C